CC1=NN(C(=C1)C(F)(F)F)C1=CC=C(CC2=NC(=NC=3NC(C=4N(C23)C=CC4)=O)C4=C(C=CC=C4)OC(F)(F)F)C=C1 (4-(3-methyl-5-(trifluoromethyl)-1H-pyrazol-1-yl)benzyl)-3-(2-(trifluoromethoxy)phenyl)pyrrolo[1,2-f]pteridin-6(5H)-one